N1=C(C=CC=C1)CC(=O)NC=1SC(=NN1)C1CN(CCC1)C=1N=NC(=CC1)NC(CC1=CC(=CC=C1)OC(F)(F)F)=O 2-(pyridin-2-yl)-N-(5-(1-(6-(2-(3-(trifluoromethoxy)phenyl)acetamido)pyridazin-3-yl)piperidin-3-yl)-1,3,4-thiadiazol-2-yl)acetamide